2-hydroxyethane-sulphonate OCCS(=O)(=O)[O-]